COC1=C(C=C2C(=N1)OCC2(C)C)C2CCN(CC2)C(=O)OC(C)(C)C tert-butyl 4-(6-methoxy-3,3-dimethyl-2,3-dihydrofuro[2,3-b]pyridin-5-yl)piperidine-1-carboxylate